C(C)(C)C1=C(NC2=CC=C(C=C12)OC1CCN(CC1)C(C)C)C=1C=C(C=2N(C1)N=CN2)C 6-(3-isopropyl-5-((1-isopropylpiperidin-4-yl)oxy)-1H-indol-2-yl)-8-methyl-[1,2,4]triazolo[1,5-a]pyridine